C(C)(C)(C)OC(=O)N1CCC2(CC(CO2)N2C=NC3=CC=C(C(=C3C2=O)C)OC2=C(C(=CC=C2F)F)C#N)CC1.N1CC(C1)OC1=NC=CC=C1 2-(azetidin-3-yloxy)pyridine tert-butyl-3-[6-(2-cyano-3,6-difluoro-phenoxy)-5-methyl-4-oxo-quinazolin-3-yl]-1-oxa-8-azaspiro[4.5]decane-8-carboxylate